3-Methyl-pentanoic acid (2,6-dimethyl-4-morpholin-4-yl-phenyl)-amide CC1=C(C(=CC(=C1)N1CCOCC1)C)NC(CC(CC)C)=O